(2-bromo-4-fluoro-phenyl)methanol BrC1=C(C=CC(=C1)F)CO